COC(=O)[C@@H]1CC[C@H](CC1)CC=1N=NC(=CC1)C.C(CCCCCCC)OC1=CC=C(C=C1)N=NC1=CC=C(C=C1)OCCCCCCCCCCO 4-octyloxy-4'-(10-hydroxydecyloxy)azobenzene methyl-trans-4-[(6-methylpyridazin-3-yl)methyl]cyclohexanecarboxylate